4-(4-((1R,5S)-3,8-diazabicyclo[3.2.1]octan-3-yl)-8-methyl-2-(((S)-1-methylpyrrolidin-2-yl)methoxy)quinazolin-7-yl)naphthalen-2-ol [C@H]12CN(C[C@H](CC1)N2)C2=NC(=NC1=C(C(=CC=C21)C2=CC(=CC1=CC=CC=C21)O)C)OC[C@H]2N(CCC2)C